2-benzyl 1-(tert-butyl) (S)-pyrrolidine-1,2-dicarboxylate N1([C@@H](CCC1)C(=O)OCC1=CC=CC=C1)C(=O)OC(C)(C)C